(R)-methyl-oxazoleboronic acid CC=1N=C(OC1)B(O)O